5-morpholinylindole N1(CCOCC1)C=1C=C2C=CNC2=CC1